6-(Cyclopropanecarboxamido)-N-(methyl-d3)-4-((4-oxo-5-(2,2,2-trifluoroethyl)-4,5,6,7-tetrahydropyrazolo[1,5-a]pyrazin-3-yl)amino)nicotinamide C1(CC1)C(=O)NC1=NC=C(C(=O)NC([2H])([2H])[2H])C(=C1)NC=1C=NN2C1C(N(CC2)CC(F)(F)F)=O